C(C)(C)(C)OC(=O)N1CCC12CCN(CC2)C2(C(NC(NC2=O)=O)=O)C2=CC=C(C=C2)OC2=CC=C(C=C2)OC(F)(F)F 7-[2,4,6-triketo-5-[4-[4-(trifluoromethoxy)phenoxy]phenyl]hexahydropyrimidin-5-yl]-1,7-diazaspiro[3.5]nonane-1-carboxylic acid tert-butyl ester